4-(difluoromethyl)-2-(2-(methoxymethyl)phenyl)-1-p-toluenesulfonylpiperidine FC(C1CC(N(CC1)S(=O)(=O)C1=CC=C(C)C=C1)C1=C(C=CC=C1)COC)F